NC1=NC=CC=C1C1=NC=2C(=NC(=CC2)C2=CC=CC=C2)N1C=1C=CC(=NC1)C(=O)NC1=C(C=C(C=C1)Br)C 5-(2-(2-aminopyridin-3-yl)-5-phenyl-3H-imidazo[4,5-b]pyridin-3-yl)-N-(4-bromo-2-methylphenyl)picolinamide